C(#N)C=1C(OC(C1C1=CC=C(C=C1)F)(C)C)=C(C#N)C#N 3-cyano-2-dicyanomethylene-4-(4-fluorophenyl)-5,5-dimethyl-2,5-dihydrofuran